C(C)(C)N1N=CC=C1C(=O)O 1-isopropylpyrazole-5-carboxylic acid